5-((4-(2-Azidoethyl)-6-fluoro-1H-indol-5-yl)oxy)-2-fluorobenzimidamide N(=[N+]=[N-])CCC1=C2C=CNC2=CC(=C1OC=1C=CC(=C(C(N)=N)C1)F)F